NP(OCO[C@@H](CN1C2=NC=NC(=C2N=C1)N)C)([O-])=O ((((R)-1-(6-amino-9H-purin-9-yl) propan-2-yl) oxy) methyl) aminophosphonate